ClC1=CC=CC(=N1)C(=O)N1[C@H](CCC(C1)(F)F)CNC(OC(C)(C)C)=O tert-Butyl (R)-((1-(6-chloropyridine-2-carbonyl)-5,5-difluoropiperidin-2-yl)methyl)carbamate